2-(1-(4-((1,3-dioxo-1,2,3,4-tetrahydroisoquinolin-6-yl)carbamoyl)benzyl)-3,5-dimethyl-1H-pyrazol-4-yl)acetic acid O=C1NC(CC2=CC(=CC=C12)NC(=O)C1=CC=C(CN2N=C(C(=C2C)CC(=O)O)C)C=C1)=O